C=1(C(=CC=CC1)C(=O)[O-])C(=O)[O-] ortho-benzenedicarboxylate